2-{2-[(1H-1,3-Benzodiazol-2-ylmethyl)amino]ethyl}-N-[(1,5-dimethyl-1H-pyrazol-4-yl)methyl]-1,3-thiazole-4-carboxamide N1C(=NC2=C1C=CC=C2)CNCCC=2SC=C(N2)C(=O)NCC=2C=NN(C2C)C